C[C@H]1CNCCC1 (3R)-3-methylpiperidine